C(C)N1N=CC=C1C(=O)N[C@H](C=1OC2=C(N1)C=C(C=C2)[C@@H](COC)N2C(N[C@@H](C2)C(F)(F)F)=O)C2CCC(CC2)F 1-ethyl-N-((S)-((1r,4S)-4-fluorocyclohexyl)(5-((S)-2-methoxy-1-((S)-2-oxo-4-(trifluoromethyl)imidazolidin-1-yl)ethyl)benzo[d]-oxazol-2-yl)methyl)-1H-pyrazole-5-carboxamide